(Butyl)4-Butyloxymethyl-2,2-dimethyl-1,3-dioxolane C(CCC)C1(OC(OC1)(C)C)COCCCC